(S)-2-((6-methyl-2-(pyridin-4-yl)pyrimidin-4-yl)amino)-4-((2-((6-methylpyridin-3-yl)oxy)ethyl)(4-(5,6,7,8-tetrahydro-1,8-naphthyridin-2-yl)butyl)amino)butanoic acid CC1=CC(=NC(=N1)C1=CC=NC=C1)N[C@H](C(=O)O)CCN(CCCCC1=NC=2NCCCC2C=C1)CCOC=1C=NC(=CC1)C